COC1=CC=C(C=C1)C(=O)N1CCC(CC1)CCCCNC(=O)C1=CC=2C=NC=CC2N1 N-(4-{1-[(4-methoxyphenyl)carbonyl]piperidin-4-yl}butyl)-1H-pyrrolo[3,2-c]pyridine-2-carboxamide